FC=1C=C2C(=CNC2=CC1)CCO 2-(5-fluoro-1H-indol-3-yl)ethan-1-ol